N1C(=CC2=CC=CC=C12)C(CC1=C(C=CC=C1)N)C1=CNC2=CC=CC=C12 2-[2-(1H-Indol-2-yl)-2-(1H-Indol-3-yl)ethyl]benzenamine